2-piperidinocyclohexan-1-ol N1(CCCCC1)C1C(CCCC1)O